5-bromopentanoic acid n-decyl ester C(CCCCCCCCC)OC(CCCCBr)=O